O1C2=C(C=C1)C(C=1OC=CC1C2=O)=O benzo[1,2-b:4,5-b']difuran-4,8-dione